(S)-1-(5-(trifluoromethyl)pyridin-2-yl)pyrrolidin FC(C=1C=CC(=NC1)N1CCCC1)(F)F